(R)-N-(2,6-dimethylpyrimidin-4-yl)-5-[5-[(1,1-dioxothiolan-3-yl)methoxy]-2-methyl-4-pyridyl]pyrazolo[1,5-a]pyridin-2-amine CC1=NC(=CC(=N1)NC1=NN2C(C=C(C=C2)C2=CC(=NC=C2OC[C@@H]2CS(CC2)(=O)=O)C)=C1)C